Cl.C(C1=CC=CC=C1)N(C(CC[C@H](N)C(=O)OC)=O)C Methyl N5-benzyl-N5-methyl-L-glutaminate hydrochloride